IC1=NN(C=C1C)C1=CC2=C(N(CCO2)CC(=O)OC)C=C1 methyl 2-[7-(3-iodo-4-methyl-pyrazol-1-yl)-2,3-dihydro-1,4-benzoxazin-4-yl]acetate